FC1([C@@H](C1)C(=O)C1=NC=NN1)F (S)-(2,2-difluorocyclopropyl)(1H-1,2,4-triazol-5-yl)methanone